rac-(3aS,6aS)-4-(6-chloropyridazin-3-yl)-1-methyl-2,3,3a,5,6,6a-hexahydropyrrolo[3,2-b]pyrrole ClC1=CC=C(N=N1)N1CC[C@@H]2N(CC[C@@H]21)C |r|